methyl 2-amino-4-(trifluoromethyl)-1,3-benzothiazole-6-carboxylate NC=1SC2=C(N1)C(=CC(=C2)C(=O)OC)C(F)(F)F